propyldiethyl-(isopropoxy)silane C(CC)[Si](OC(C)C)(CC)CC